4-(difluoromethyl)-N-[4-fluoro-5-(2-morpholin-4-yl-1,3-thiazol-5-yl)-2-[rac-(3R)-3,4-dimethylpiperazin-1-yl]phenyl]-1-methyl-6-oxopyridine-3-carboxamide FC(C=1C(=CN(C(C1)=O)C)C(=O)NC1=C(C=C(C(=C1)C1=CN=C(S1)N1CCOCC1)F)N1C[C@H](N(CC1)C)C)F |r|